1-(trimethylsilyl)-1H-benzotriazole C[Si](N1N=NC2=C1C=CC=C2)(C)C